ClC1=C(C(=CC=C1)Cl)C1CC(=NO1)C=1N=C(SC1)C1CCN(CC1)C(COC1=NC=CN=C1S(=O)(=O)C)=O 1-(4-(4-(5-(2,6-Dichlorophenyl)-4,5-dihydroisoxazol-3-yl)thiazol-2-yl)piperidin-1-yl)-2-((3-(methylsulfonyl)pyrazin-2-yl)oxy)ethan-1-on